2-(3-pyridinyl)acetic acid N1=CC(=CC=C1)CC(=O)O